(+/-)-trans-diaminocyclohexane NC1(CCCCC1)N